1-cyclopropyl-N-((5-(2,6-difluorophenyl)pyridin-2-yl)methyl)methanamine C1(CC1)CNCC1=NC=C(C=C1)C1=C(C=CC=C1F)F